COC=1C=C(C=NC1)OB(O)O (5-methoxypyridin-3-yl)boric acid